N-(5-(3-(7H-pyrrolo[2,3-d]pyrimidin-4-yl)pyridin-2-ylamino)-2,4-difluorophenyl)-3-(2-cyanopropan-2-yl)benzamid N1=CN=C(C2=C1NC=C2)C=2C(=NC=CC2)NC=2C(=CC(=C(C2)NC(C2=CC(=CC=C2)C(C)(C)C#N)=O)F)F